ClC1=CC(=NC(=C1)NC1=C(C(=CC=C1)C)F)C(=O)NC1CC2=CC=CC=C2C1 4-Chloro-N-(2,3-dihydro-1H-inden-2-yl)-6-((2-fluoro-3-methylphenyl)amino)pyridineamide